ClC=1C=C(C=C(C1)Cl)C1(CC(=NO1)C1=CC(=C(C(=O)NS(=O)CC2=CC(=CC=C2)F)C=C1)C)C(F)(F)F 4-(5-(3,5-dichlorophenyl)-5-(trifluoromethyl)-4,5-dihydroisoxazol-3-yl)-N-((3-fluorobenzyl)sulfinyl)-2-methylbenzamide